CC=1SC=C(N1)[C@@H]1[C@H](C1)C(=O)OCC |r| rac-ethyl (1S*,2S*)-2-(2-methylthiazol-4-yl)cyclopropane-1-carboxylate